2-amino-6-methoxy-9-(4-methoxybenzyl)-7,9-dihydro-8H-purin-8-one NC1=NC(=C2NC(N(C2=N1)CC1=CC=C(C=C1)OC)=O)OC